2-(1-Methylpiperidin-4-yl)-N-((7-(trifluoromethyl)-10H-phenoxazin-3-yl)methyl)acetamide CN1CCC(CC1)CC(=O)NCC=1C=CC=2NC3=CC=C(C=C3OC2C1)C(F)(F)F